2-(4-aminopiperidin-1-yl)-N-{[2-(3-aminopyrazol-1-yl)phenyl]methyl}-9-isopropylpurin-6-amine NC1CCN(CC1)C1=NC(=C2N=CN(C2=N1)C(C)C)NCC1=C(C=CC=C1)N1N=C(C=C1)N